(1R,4R,7R)-2-[(1S)-1-Phenylethyl]-2-azabicyclo[2.2.1]heptan-7-amine C1(=CC=CC=C1)[C@H](C)N1[C@@H]2CC[C@H](C1)[C@H]2N